Cl.ClC=1C=C2C=C(NC2=CC1OCC=1OC(=CN1)C)CN (5-chloro-6-((5-methyloxazol-2-yl)methoxy)-1H-indol-2-yl)methanamine hydrochloride